1-(2-(4-(benzyloxy)-3-chlorophenyl)-4-hydroxybenzofuran-5-yl)ethan-1-one butyl-(2S,3S)-3-(hydroxymethyl)-1-(6-methyl-4-(trifluoromethyl)pyridin-2-yl)-5-oxopyrrolidine-2-carboxylate C(CCC)OC(=O)[C@H]1N(C(C[C@@H]1CO)=O)C1=NC(=CC(=C1)C(F)(F)F)C.C(C1=CC=CC=C1)OC1=C(C=C(C=C1)C=1OC2=C(C1)C(=C(C=C2)C(C)=O)O)Cl